COC(CCO)(C)C 3-methoxy-3-methylbutanol